CON(C(=O)[C@@]1(C[C@H](CC1)NC([O-])=O)CC1=CC(=CC=C1)C1=NC=CC=N1)C |o1:5,7| ((1S*,3R*)-3-(methoxy(methyl)carbamoyl)-3-(3-(pyrimidin-2-yl)benzyl)cyclopentyl)carbamate